COC(=O)C1(C(C1)C)C(=O)O 1-(methoxycarbonyl)-2-methylcyclopropane-1-carboxylic acid